6-isopropoxy-1H-indazole formate C(=O)O.C(C)(C)OC1=CC=C2C=NNC2=C1